2-amino-4-(2-methoxyphenyl)thiazole-5-carbonitrile NC=1SC(=C(N1)C1=C(C=CC=C1)OC)C#N